N-[(3-hydroxyphenyl)methyl]-N'-[4-(4-pyridyl)-2-thiazolyl]urea OC=1C=C(C=CC1)CNC(=O)NC=1SC=C(N1)C1=CC=NC=C1